2-[(2R)-3-(tert-butylamino)-2-hydroxy-propyl]isoindoline-1,3-dione C(C)(C)(C)NC[C@H](CN1C(C2=CC=CC=C2C1=O)=O)O